Benzyl 3H,4H,5H,6H,7H-imidazo[4,5-c]pyridine-5-carboxylate N1=CNC=2CN(CCC21)C(=O)OCC2=CC=CC=C2